C(C)(C)C=1C=NN2C1N=CN=C2N 8-isopropyl-pyrazolo[1,5-a][1,3,5]Triazin-4-amine